[Cl-].C(CCC)N1C=[N+](C=C1)C(CCC(CCCC(C)C)C)CCCCC(CCCCCCCCCCCCCCCCCC)CCCCCCCCCCCCCCCCCC 1-butyl-3-(2,6-dimethyl-14-octadecyldotriacontan-9-yl)-1H-imidazol-3-ium chloride